C(CCCCCCCCC)C(C(=O)O)CCCCCC\C=C/CCCCCCCC.C(CCCCCCC\C=C/CCCCCCCC)(=O)OCCCCCCCCCC decyl Oleate (Decyl Oleate)